N-{(1S)-3-[3-(3-Isopropyl-5-methyl-4H-1,2,4-triazol-4-yl)-exo-8-azabicyclo[3.2.1]oct-8-yl]-1-(3-fluorophenyl)propyl}-4,4-difluorocyclohexanecarboxamide C(C)(C)C1=NN=C(N1C1CC2CCC(C1)N2CC[C@@H](C2=CC(=CC=C2)F)NC(=O)C2CCC(CC2)(F)F)C